[Cl-].CO[Si](C(CC[N+](C)(C)CCC)CCCCCCCCCCCCCCC)(OC)OC 3-(trimethoxysilyl)-N-propyl-N,N-dimethyloctadecyl-ammonium chloride